C(C)(=O)OCC1=CC=C(C=C1)N1C(=NC=2C1=NC(=C(C2)C#N)OC)C=2C(=NC=CC2)N 4-(2-(2-aminopyridin-3-yl)-6-cyano-5-methoxy-3H-imidazo[4,5-b]pyridin-3-yl)benzyl acetate